O[C@@H]1[C@@H](CNC1)C1OCCCC1OC ((3R,4R)-4-hydroxypyrrolidin-3-yl)-3-methoxytetrahydro-2H-pyran